6-(3-(pyridin-3-yl)propionyl)-lysine N1=CC(=CC=C1)CCC(=O)C(CCC[C@H](N)C(=O)O)N